FC(CC(C)NC1=NNC2=NC=CC(=C21)OC2=C(C=C(C=C2)NC(=O)C=2C(N(N=C(C2)C(C)C)C2=CC=C(C=C2)F)=O)F)F N-(4-((3-((4,4-difluoro-butan-2-yl)amino)-1H-pyrazolo[3,4-b]pyridin-4-yl)oxy)-3-fluoro-phenyl)-2-(4-fluoro-phenyl)-6-isopropyl-3-oxo-2,3-dihydropyridazine-4-carboxamide